N,N-dimethyl-sulfuric acid diamide CN(S(N)(=O)=O)C